CC1=C(C=C2CC[C@]3(CN(CC3)C(=O)OC(C)(C)C)NC2=N1)C=1N=C(N(C1)C(F)(F)F)C tert-butyl (2S)-7-methyl-6-[2-methyl-1-(trifluoromethyl)-1H-imidazol-4-yl]-3,4-dihydro-1H-spiro[1,8-naphthyridine-2,3'-pyrrolidine]-1'-carboxylate